2-hydroxyethyl (R)-2-(1-((4'-(1,1,1,3,3,3-hexafluoro-2-hydroxypropan-2-yl)-[1,1'-biphenyl]-4-yl)methyl)-4-(pyridin-4-ylmethyl)piperazin-2-yl)acetate FC(C(C(F)(F)F)(O)C1=CC=C(C=C1)C1=CC=C(C=C1)CN1[C@@H](CN(CC1)CC1=CC=NC=C1)CC(=O)OCCO)(F)F